2-chloro-5-(1,4-dioxan-2-ylmethoxy)-N-[3-methyl-5-(2-phenylethynyl)-2-pyridyl]benzamide ClC1=C(C(=O)NC2=NC=C(C=C2C)C#CC2=CC=CC=C2)C=C(C=C1)OCC1OCCOC1